1-(4-((4-((4R,5R)-3,3-dibutyl-7-(dimethylamino)-4-hydroxy-1,1-dioxido-2,3,4,5-tetrahydrobenzo[b]thiepin-5-yl)phenoxy)methyl)benzyl)-1,4-diazabicyclo[2.2.2]octan-1-ium C(CCC)C1([C@@H]([C@@H](C2=C(S(C1)(=O)=O)C=CC(=C2)N(C)C)C2=CC=C(OCC1=CC=C(C[N+]34CCN(CC3)CC4)C=C1)C=C2)O)CCCC